FC=1C=NC=CC1C(C)=O 1-(3-fluoropyridin-4-yl)ethanone